ClC1=C(C=CC(=C1)OC1=NC=CC=C1)C1=NOC(=N1)C=C(C(=O)O)C (3-(2-chloro-4-(pyridin-2-yloxy)phenyl)-1,2,4-oxadiazol-5-yl)methacrylic acid